Cl.Cl.CN1[C@H]2CC(C[C@@H]1CCC2)NC=2N=NC(=CN2)C2=C(C=C(C=C2)C=2C=NNC2)O 2-(3-{[(1r,3s,5s)-9-methyl-9-azabicyclo[3.3.1]non-3-yl]amino}-1,2,4-triazin-6-yl)-5-(1H-pyrazol-4-yl)phenol dihydrochloride